2-[2-[bis[(4-methoxyphenyl)methyl]amino]-4-methoxy-pyrimidin-5-yl]ethanol COC1=CC=C(C=C1)CN(C1=NC=C(C(=N1)OC)CCO)CC1=CC=C(C=C1)OC